CC(CO)(C)C1OCC2(CO1)COC(OC2)C(CO)(C)C 3,9-bis(1,1-dimethyl-2-hydroxyethyl)-2,4,8,10-tetraoxaspiro(5.5)Undecane